lead-zinc copper sulphide [Cu]=S.[Zn].[Pb]